N-(4-(2-amino-3-(3-morpholinoprop-1-ynyl)pyridin-4-yloxy)-3-fluorophenyl)-3-(4-fluorophenyl)-2,4-dioxo-1-(tetrahydro-2H-pyran-4-yl)-1,2,3,4-tetrahydropyrimidine-5-carboxamide NC1=NC=CC(=C1C#CCN1CCOCC1)OC1=C(C=C(C=C1)NC(=O)C=1C(N(C(N(C1)C1CCOCC1)=O)C1=CC=C(C=C1)F)=O)F